CC1(CCC=2C1=NC1=C(C2N)CCC1)C 3,3-dimethyl-1,2,3,5,6,7-hexahydrodicyclopenta[b,e]pyridin-8-amine